(5R)-2-(5-(5-chloropyrimidin-2-yl)hexahydrocyclopenta[c]pyrrol-2(1H)-yl)-5-oxo-(6,7-dihydrothieno[3,2-d]pyrimidin-4-yl)amino-cyclobutyl-methanol nonadecyl-pentadecanoate C(CCCCCCCCCCCCCCCCCC)C(C(=O)OC(C1C(CC1)N1CC2C(C1)CC(C2)C2=NC=C(C=N2)Cl)NC=2C1=C(N=CN2)CC[S@]1=O)CCCCCCCCCCCCC